CC1CC(CC1)C 1,3-Dimethylcyclopentan